N-(5-(5-methyl-3-(morpholin-2-ylmethoxy)isothiazol-4-yl)pyrazolo[1,5-a]pyridin-2-yl)cyclopropanecarboxamide CC1=C(C(=NS1)OCC1CNCCO1)C1=CC=2N(C=C1)N=C(C2)NC(=O)C2CC2